(α-p-bromobenzoyl)valerolactone BrC1=CC=C(C(=O)C2C(=O)OCCC2)C=C1